2,2-dimethylbut-3-yn-nitrile CC(C#N)(C#C)C